4-(1-((5,7-difluoroquinolin-6-yl)methyl)-1H-imidazo[4,5-b]pyrazin-6-yl)-2-fluorobenzoic acid methyl ester COC(C1=C(C=C(C=C1)C1=CN=C2C(=N1)N(C=N2)CC=2C(=C1C=CC=NC1=CC2F)F)F)=O